NC=1C2=CC=CC(=C2N=C2CCCC(C12)=O)OC 9-amino-5-methoxy-3,4-dihydro-acridin-1(2H)-one